[Ca+2].C(C)(C)(C)C=1C=C(CP([O-])(=O)OCC)C=C(C1O)C(C)(C)C.C(C)(C)(C)C=1C=C(CP([O-])(=O)OCC)C=C(C1O)C(C)(C)C bis[3,5-di(t-butyl)-4-hydroxybenzyl (ethoxy) phosphinate] calcium